(1S,2S)-1-(4-(2-hydroxyethoxy)phenyl)-1,2-bis(4-hydroxyphenyl)-2-(4-(2-(methylamino)ethoxy)phenyl)ethane-1,2-diol OCCOC1=CC=C(C=C1)[C@@]([C@@](O)(C1=CC=C(C=C1)OCCNC)C1=CC=C(C=C1)O)(O)C1=CC=C(C=C1)O